CC1=C(C=C(C=C1)NC(C1=CC(=NC=C1)C(F)(F)F)=O)C=1C=NC(=C(C1)N1CCOCC1)C#CC1(CCOCC1)C N-(4-methyl-3-(6-((4-methyltetrahydro-2H-pyran-4-yl)ethynyl)-5-morpholinopyridin-3-yl)phenyl)-2-(trifluoromethyl)isonicotinamide